C(C)N(C=1C=CC2=C(OC(=C2)C=O)C1)CC 6-Diethylaminobenzo[b]furan-2-carbaldehyde